ClC1=C(C=CC=C1)S(=O)(=O)C1=CC=C(C=C1)NC(=O)NCC1=CN=CO1 1-[4-(2-Chloro-benzenesulfonyl)-phenyl]-3-oxazol-5-ylmethyl-urea